FC1=C(C=CC=C1C)C(C)N 1-(2-fluoro-3-methylphenyl)ethan-1-amine